[Br-].C(CCCCCCCCCCCCCCCCCCCCCCCCCC)[N+](C)(C)C heptacosyltrimethylammonium bromide